N-(2-methylsulfanylethyl)-1H-pyrazole-5-amine CSCCNC1=CC=NN1